C1(CC1)C=1C=C(C=C(C1)F)CO (3-cyclopropyl-5-fluorophenyl)methanol